[C@H]1([C@@H](O)[C@@H](O)[C@H](O)[C@H](O1)CO)OCCNC(CCC(CCC(=O)NCCO[C@@H]1[C@@H](O)[C@@H](O)[C@H](O)[C@H](O1)CO)(CCC(=O)NCCO[C@@H]1[C@@H](O)[C@@H](O)[C@H](O)[C@H](O1)CO)NC([C@H](CCC(=O)OCC1=CC=CC=C1)NC(CCCCCCCCCCCCCC)=O)=O)=O benzyl (4S)-5-((1,7-bis((2-(α-D-mannopyranosyloxy)ethyl)amino)-4-(3-((2-(α-D-mannopyranosyloxy)ethyl)amino)-3-oxopropyl)-1,7-dioxoheptan-4-yl)amino)-5-oxo-4-pentadecanamidopentanoate